2'-(1H-1,3-benzodiazol-2-yl)-5'-chloro-5-methyl-4-{[(1R)-1-phenylbutyl]carbamoyl}-[1,1'-biphenyl]-2-carboxylic acid N1C(=NC2=C1C=CC=C2)C2=C(C=C(C=C2)Cl)C=2C(=CC(=C(C2)C)C(N[C@H](CCC)C2=CC=CC=C2)=O)C(=O)O